Tert-butyl-6-[1-methyl-4-(1-methylindazol-5-yl)-5-(5-methyl-1-tetrahydropyran-2-yl-indazol-4-yl)imidazol-2-yl]-2-azaspiro[3.3]heptane-2-carboxylate C(C)(C)(C)OC(=O)N1CC2(C1)CC(C2)C=2N(C(=C(N2)C=2C=C1C=NN(C1=CC2)C)C2=C1C=NN(C1=CC=C2C)C2OCCCC2)C